tert-butyl (S)-4-(7-(3,4-dimethoxyphenyl)pyrazolo[1,5-a]pyrimidine-2-carbonyl)-2-methylpiperazine-1-carboxylate COC=1C=C(C=CC1OC)C1=CC=NC=2N1N=C(C2)C(=O)N2C[C@@H](N(CC2)C(=O)OC(C)(C)C)C